Isobutyric acid 7-[4-(4-benzo[b]thiophen-4-ylpiperazin-1-yl)butoxy]-2-oxo-3,4-dihydro-2H-quinolin-1-ylmethyl ester S1C2=C(C=C1)C(=CC=C2)N2CCN(CC2)CCCCOC2=CC=C1CCC(N(C1=C2)COC(C(C)C)=O)=O